NC1=C(C(=C(C=N1)C1=CC=C(C=C1)O)C1CC1)C1=CC=C(C=C1)O 4-[6-amino-4-cyclopropyl-5-(4-hydroxyphenyl)-3-pyridinyl]phenol